neodymium tricyclopentadiene C1=CC=CC1.C1=CC=CC1.C1=CC=CC1.[Nd]